O=C1NC(CCC1N1C(C2=CC=CC(=C2C1)SCCOCCOCCOCCOCCOCC(=O)O)=O)=O 17-((2-(2,6-dioxopiperidin-3-yl)-1-oxoisoindolin-4-yl)thio)-3,6,9,12,15-pentaoxaheptadecanoic acid